NCC(=O)N1C(C=2N(CC1)C(=C(N2)C2=CC(=C(C=C2)F)F)NC2=CC(=CC(=C2)C(F)(F)F)Cl)(C)C 2-amino-1-(3-((3-chloro-5-(trifluoromethyl)phenyl)amino)-2-(3,4-difluorophenyl)-8,8-dimethyl-5,6-dihydroimidazo[1,2-a]pyrazin-7(8H)-yl)ethan-1-one